(S)-6-(4-((1-(5-chloropyrimidin-2-yl)piperidin-4-yl)methoxy)-3-fluorophenyl)-2H-benzo[d][1,3]oxathiole 3-oxide ClC=1C=NC(=NC1)N1CCC(CC1)COC1=C(C=C(C=C1)C1=CC2=C([S@@](CO2)=O)C=C1)F